FC=1C=C(C=C(C1)OC)O 3-fluoro-5-methoxyphenol